2-(2-methylbiphenyl-3-yl)furo[2,3-b]Pyridine-6-carboxylic acid methyl ester COC(=O)C1=CC=C2C(=N1)OC(=C2)C=2C(=C(C=CC2)C2=CC=CC=C2)C